COC1=C(C=CC=C1)C1=C(C=CC=C1)OC 2,2'-dimethoxy-1,1'-biphenyl